Trans-6-(3,4-difluorophenyl)-3-(3-(pyridin-4-yl)bicyclo[1.1.1]pentan-1-yl)-3-azabicyclo[3.1.0]hexan-2-one FC=1C=C(C=CC1F)C1C2CN(C(C12)=O)[C@@]12C[C@](C1)(C2)C2=CC=NC=C2